Ethyl 2-(((3-(4-methoxybenzyl)-2-oxooxazolidin-4-yl)methoxy)methyl)-6-(trifluoromethyl)nicotinate COC1=CC=C(CN2C(OCC2COCC2=C(C(=O)OCC)C=CC(=N2)C(F)(F)F)=O)C=C1